1-((2-(2-((cyclohexanecarbonyl)oxy)phenyl)acetoxy)methyl)-5-(4-(hexyloxy)-1,2,5-thiadiazol-3-yl)-1-methyl-1,2,3,6-tetrahydropyridin-1-ium iodide 2-Allylphenyl-cyclohexanecarboxylate C(C=C)C1=C(C=CC=C1)OC(=O)C1CCCCC1.[I-].C1(CCCCC1)C(=O)OC1=C(C=CC=C1)CC(=O)OC[N+]1(CCC=C(C1)C1=NSN=C1OCCCCCC)C